FC1=CC=C(C=C1)N1C(C(=CC=C1)C(=O)NC1=NC=C(C=C1)OC1=CC=NC2=CN=C(C=C12)NC(=O)C1CN(CC1)C)=O 1-(4-Fluorophenyl)-N-[5-[[6-[(1-methylpyrrolidine-3-carbonyl)amino]-1,7-naphthyridin-4-yl]oxy]-2-pyridyl]-2-oxo-pyridine-3-carboxamide